BrC1=C(C=C(C(=O)Cl)C=C1)OC(F)(F)F 4-Bromo-3-(trifluoromethoxy)benzoyl chloride